CN1CCN(CC1)C1=C(C(=O)C2=CC3=C(C=N2)CN(C3)C(=O)OC(C)(C)C)C=CC=C1 tert-butyl 6-[2-(4-methylpiperazin-1-yl)benzoyl]-1H,2H,3H-pyrrolo[3,4-c]pyridine-2-carboxylate